C1(CCCCC1)N(C1=CC=CC=C1)C(CC1(CCN(CC1)C(N(C)C1=CC=C(C=C1)OC)=O)C(=O)O)=O 4-[2-(N-cyclohexylanilino)-2-oxo-ethyl]-1-[(4-methoxyphenyl)-methyl-carbamoyl]piperidine-4-carboxylic acid